benzene iron [Fe].C1=CC=CC=C1